4-{[(4Z)-4-[(6-chloro-7-fluoro-1H-indol-3-yl)methylene]-2,5-dioxoimidazolidin-1-yl]methyl}-2,5-difluorobenzonitrile ClC1=CC=C2C(=CNC2=C1F)\C=C\1/NC(N(C1=O)CC1=CC(=C(C#N)C=C1F)F)=O